C(CCCCCCCCCCCCCCCCCCC)C(CCCCCCCCCCCCCCCCCCCC(=O)O)(C(=O)O)CCCCCCCCCCCCCCCCCCCC di(eicosyl)1,20-eicosylenedicarboxylic acid